CC1=CNC2=NC=C(C=C21)C=2C=C1CCN(CC1=C(C2)[C@H]2N(CCC2)C(=O)[O-])C(=O)C2COCC2 (2S)-2-(6-(3-methyl-1H-pyrrolo[2,3-b]pyridin-5-yl)-2-(tetrahydrofuran-3-carbonyl)-1,2,3,4-Tetrahydroisoquinolin-8-yl)pyrrolidine-1-carboxylate